C1(CC1)C=1N=CN(C1)C1=CC=C(C=C1)[C@H](C)OC1=NC(=NC(=C1C)F)C 4-[(1S)-1-[4-(4-cyclopropylimidazol-1-yl)phenyl]ethoxy]-6-fluoro-2,5-dimethyl-pyrimidine